2-benzo[b]furanone O1C2=C(CC1=O)C=CC=C2